BrCCCCCCO[Si](OC(OCCCCCCCCC1C(C1)CCCCCCCC)CCCCCCC\C=C/CCCCCCCC)(C)C (Z)-1-bromo-10-(heptadec-8-en-1-yl)-8,8-dimethyl-19-(2-octylcyclopropyl)-7,9,11-trioxa-8-silanonadecane